CN(C)C(CC)=O (dimethylamino)propan-1-one